2-Ethynyl-N-(3-(thiazol-5-yl)phenethyl)thiazole-4-carboxamide C(#C)C=1SC=C(N1)C(=O)NCCC1=CC(=CC=C1)C1=CN=CS1